6-(2,3-Dihydrobenzofuran-4-yl)-N-((1r,3r)-3-methoxycyclobutyl)-2-(1-methyl-1H-imidazol-2-yl)-5-phenylpyrrolo[2,1-f][1,2,4]triazin-4-amine O1CCC2=C1C=CC=C2C=2C(=C1C(=NC(=NN1C2)C=2N(C=CN2)C)NC2CC(C2)OC)C2=CC=CC=C2